p-iso-propylphenol C(C)(C)C1=CC=C(C=C1)O